CC1(OB(OC1(C)C)C=1C=NN(C1)C1=CC(=CC=C1)C(F)(F)F)C 4,4,5,5-Tetramethyl-2-{1-[m-(trifluoromethyl)phenyl]-1H-pyrazol-4-yl}-1,3,2-dioxaborolane